C(C)N(CC)C[SiH](C=1C=C(C=C)C=CC1)COCC 3-(diethylaminomethylethoxymethylsilyl)styrene